5-(4-(1H-pyrazol-1-yl)phenyl)-4-fluoro-1H-pyrazol N1(N=CC=C1)C1=CC=C(C=C1)C1=C(C=NN1)F